N-(3-carbamimidoyl-4-fluorophenyl)-2-(4-fluoro-2-methylphenoxy)-4-(trifluoromethyl)benzamide C(N)(=N)C=1C=C(C=CC1F)NC(C1=C(C=C(C=C1)C(F)(F)F)OC1=C(C=C(C=C1)F)C)=O